CC(C)(COP(=O)([O-])OP(=O)([O-])OC[C@@H]1[C@H]([C@H]([C@@H](O1)N2C=NC3=C(N=CN=C32)N)O)OP(=O)([O-])[O-])[C@H](C(=O)NCCC(=O)NCCSC(=O)C4=C(C=C(C=C4)Cl)Cl)O The molecule is an acyl-CoA(4-) that is the tetraanion of 2,4-dichlorobenzoyl-CoA, arising from deprotonation of phosphate and diphosphate functions. It is a conjugate base of a 2,4-dichlorobenzoyl-CoA.